ClC1=CC=C(C[C@H]2CO[C@H](CN2C(=O)OC(C)(C)C)CNC(=O)C2=NN(C(=C2)C)C)C=C1 tert-butyl (2S,5S)-5-(4-chlorobenzyl)-2-((1,5-dimethyl-1H-pyrazole-3-carboxamido)methyl)morpholine-4-carboxylate